N-((1r,4r)-4-(diisopentylamino)cyclohexyl)-4-isopropyl-5-(8-methyl-[1,2,4]triazolo[1,5-a]pyridin-6-yl)-1H-pyrazole-3-carboxamide C(CC(C)C)N(C1CCC(CC1)NC(=O)C1=NNC(=C1C(C)C)C=1C=C(C=2N(C1)N=CN2)C)CCC(C)C